P-chlorobiphenyl C1=CC=C(C=C1)C2=CC=C(C=C2)Cl